C(C)(=O)C=1C(OC2=C(C1N1CCOCC1)C=CC(=C2)NC2=NC=CC(=N2)C2=C(C=CC(=C2)F)OC)=O 3-acetyl-7-{[4-(5-fluoro-2-methoxyphenyl)pyrimidin-2-yl]amino}-4-morpholino-2H-benzopyran-2-one